ClC=1C(=C(C(=O)O)C=CC1)NC(C1=CC(=C(C=C1)N1CCCCC1)NC(=O)C1=NN(C2=CC=CC=C12)CC(F)(F)F)=O 3-chloro-2-(4-(piperidin-1-yl)-3-(1-(2,2,2-trifluoroethyl)-1H-indazole-3-carboxamido)benzamido)benzoic acid